4-((4-(1-(tert-Butyl)-1H-pyrazol-4-yl)pyridin-2-yl)((4-(6-methoxy-5-methylpyridin-3-yl)bicyclo[2.2.2]octan-1-yl)methyl)carbamoyl)(trans-cyclohexyl) 3-hydroxyazetidine-1-carboxylate OC1CN(C1)C(=O)O[C@@H]1CC[C@H](CC1)C(N(CC12CCC(CC1)(CC2)C=2C=NC(=C(C2)C)OC)C2=NC=CC(=C2)C=2C=NN(C2)C(C)(C)C)=O